CNC=1N=C(C(=NC1C=1C2=C(C=NC1)N(C=N2)C)C(=O)N)NC2=CC=C(C=C2)OC2CCN(CC2)C 5-(Methylamino)-6-(3-methylimidazo[4,5-c]pyridin-7-yl)-3-[4-[(1-methyl-4-piperidyl)oxy]anilino]pyrazin-2-carboxamid